(S)-N-cyclopropyl-2-fluoro-5-(6-((1-hydroxypropan-2-yl)amino)-5-(1-methyl-1H-pyrazol-3-yl)pyridin-3-yl)-4-methylbenzamide C1(CC1)NC(C1=C(C=C(C(=C1)C=1C=NC(=C(C1)C1=NN(C=C1)C)N[C@H](CO)C)C)F)=O